2-(4-(methylamino)piperidin-1-yl)-9H-chromeno[2,3-d]thiazol-9-one CNC1CCN(CC1)C=1SC2=C(N1)OC=1C=CC=CC1C2=O